(3-(2-(3-(4-fluorobenzamido)-1H-pyrazol-5-yl)ethyl)-4-methylphenyl)-3-(trifluoromethyl)benzamide 2,6-dibromo-pimelate BrC(C(=O)O)CCCC(C(=O)O)Br.FC1=CC=C(C(=O)NC2=NNC(=C2)CCC=2C=C(C=CC2C)C2=C(C(=O)N)C=CC=C2C(F)(F)F)C=C1